6-(3-Fluoro-5-isopropoxyphenyl)-2-(4-methyl-1-piperidyl)-N-(1H-pyrazol-3-ylsulfonyl)pyridin-3-carboxamid FC=1C=C(C=C(C1)OC(C)C)C1=CC=C(C(=N1)N1CCC(CC1)C)C(=O)NS(=O)(=O)C1=NNC=C1